FC=1C(=C(CNC(C2=C(N=CC=C2)OC)=O)C=CC1)CN1CCOCC1 N-(3-fluoro-2-(morpholinomethyl)benzyl)-2-methoxynicotinamide